ethyl 2-hydroxy-6-methyl-4-oxo-2-cyclohexene-1-carboxylate OC=1C(C(CC(C1)=O)C)C(=O)OCC